4-(Benzyloxy)-2-chloro-5-methoxy-6-methylnicotinic acid ethyl ester C(C)OC(C1=C(N=C(C(=C1OCC1=CC=CC=C1)OC)C)Cl)=O